N-(6-Fluoropyridin-3-yl)-4-((2-methyl-4-phenylthiazol-5-yl)oxy)pyridin-2-amine FC1=CC=C(C=N1)NC1=NC=CC(=C1)OC1=C(N=C(S1)C)C1=CC=CC=C1